3-Ethylhexahydro-2(3H)-benzofuranon C(C)C1C(OC2C1CCCC2)=O